COC(=O)C1CCC(CC1)N1N=C(C(=C1)N)Cl (1R,4R)-4-(4-amino-3-chloro-1H-pyrazole-1-yl)cyclohexane-1-carboxylic acid methyl ester